CC1=C(C(=O)NC2(CC2)C2=C3C=CC=NC3=CC(=C2)C2=CC=NN2C)C=C(C=C1)OCCNC 2-Methyl-N-(1-(7-(1-methyl-1H-pyrazol-5-yl)quinolin-5-yl)cyclopropyl)-5-(2-(methylamino)ethoxy)benzamide